6-(methoxymethoxy)-2H-indazole-7-carbonitrile COCOC=1C=CC2=CNN=C2C1C#N